5-(1H-pyrrolo[2,3-c]pyridin-3-yl)-3,6-dihydropyridine-1(2H)-carboxylic acid tert-butyl ester C(C)(C)(C)OC(=O)N1CCC=C(C1)C1=CNC2=CN=CC=C21